OCC=1SC(=C(N1)C(F)(F)F)C1=NC(=NC=C1C#N)NC1CCN(CC1)S(=O)(=O)C 4-[2-(hydroxymethyl)-4-(trifluoromethyl)thiazol-5-yl]-2-[(1-methylsulfonyl-4-piperidyl)amino]pyrimidine-5-carbonitrile